FC=1C=C2C(=NNC2=CC1OCCOC)C1=CC(=NO1)C=1C=NC(=CC1)C 5-Fluoro-6-(2-methoxyethoxy)-3-[3-(6-methylpyridin-3-yl)-1,2-oxazol-5-yl]-1H-indazol